C(=C)C(O[Si](OC)(OC)CCC)(NCCN)CC1=CC=CC=C1 vinylbenzyl-aminoethylamino-propyl-trimethoxysilane